4-epoxy-6-methylcyclohexyl formate C(=O)OC1CC2C(C(C1)C)O2